3-((5-chloro-2-((2-(difluoromethoxy)-4-(4-hydroxypiperidin-1-yl)phenyl)amino)pyrimidin-4-yl)amino)thiophene-2-carboxamide ClC=1C(=NC(=NC1)NC1=C(C=C(C=C1)N1CCC(CC1)O)OC(F)F)NC1=C(SC=C1)C(=O)N